OC1=CC=C(C=C1)N1CCN(CC1)C(=O)C=1C=C2C=CC(OC2=C(C1)C1=CC(=CC=C1)OC)(C)C [4-(4-hydroxyphenyl)piperazin-1-yl][8-(3-methoxyphenyl)-2,2-dimethyl-2H-chromen-6-yl]methanone